The molecule is a stilbenoid that is piceatannol substituted at position 3 by a beta-D-glucosyl residue. It has a role as a metabolite, an antioxidant and an antineoplastic agent. It is a polyphenol, a stilbenoid, a beta-D-glucoside and a monosaccharide derivative. It derives from a piceatannol. C1=CC(=C(C=C1/C=C/C2=CC(=CC(=C2)O[C@H]3[C@@H]([C@H]([C@@H]([C@H](O3)CO)O)O)O)O)O)O